[N+](=O)([O-])C1=CC=C(C=C1)C#N p-Nitrophenyl cyanide